4,5-bis(ortho-hydroxyphenyl)imidazole OC1=C(C=CC=C1)C=1N=CNC1C1=C(C=CC=C1)O